tert-Butyl 5-hydroxy-2-phenyl-piperidine-1-carboxylate OC1CCC(N(C1)C(=O)OC(C)(C)C)C1=CC=CC=C1